2-(3,5-dichloro-4-((3'-fluoro-6-hydroxy-4'-methyl-[1,1'-biphenyl]-3-yl)methyl)phenoxy)-N-methylacetamide ClC=1C=C(OCC(=O)NC)C=C(C1CC=1C=C(C(=CC1)O)C1=CC(=C(C=C1)C)F)Cl